3-[(1R)-1-(2,6-difluoro-3-fluorophenyl)ethoxy]-5-(1-piperidin-4-ylpyrazol-4-yl)pyridin-2-amine FC1=C(C(=CC=C1F)F)[C@@H](C)OC=1C(=NC=C(C1)C=1C=NN(C1)C1CCNCC1)N